(S)-6-(difluoromethoxy)-N-(3-(1-((2-ethyl-2H-pyrazolo[3,4-b]pyrazin-6-yl)amino)ethyl)-4-fluorophenyl)nicotinamide FC(OC1=NC=C(C(=O)NC2=CC(=C(C=C2)F)[C@H](C)NC=2C=NC=3C(N2)=NN(C3)CC)C=C1)F